1-(3-bromobenzyl)-N-(4-(trifluoromethoxy)phenyl)-1H-pyrazole-3-carboxamide BrC=1C=C(CN2N=C(C=C2)C(=O)NC2=CC=C(C=C2)OC(F)(F)F)C=CC1